tert-butyl 4-(4-benzyloxyphenyl)-3-hydroxy-piperidine-1-carboxylate C(C1=CC=CC=C1)OC1=CC=C(C=C1)C1C(CN(CC1)C(=O)OC(C)(C)C)O